CN1C(C=C(C=C1C)C)C N,2,4,6-tetramethylpyridine